(disulfanediylbis(4,1-phenylene))diacetic acid S(SC1=CC=C(C=C1)CC(=O)O)C1=CC=C(C=C1)CC(=O)O